ClC=1C=C(C=CC1C(NC1CN(CC1)C(=O)[C@H]1NC[C@@H](C1)O)=O)NC(=O)C=1N(C(=CN1)C1=C(C(=C(C=C1)OC)F)F)C N-[3-chloro-4-[[1-[(2S,4R)-4-hydroxypyrrolidine-2-carbonyl]pyrrolidin-3-yl]carbamoyl]phenyl]-5-(2,3-difluoro-4-methoxyphenyl)-1-methylimidazole-2-carboxamide